FC1(CCC(CC1)N1CC(C1)C(=O)N(C1=CC=CC=C1)CC=1N=C2N(C=CC(=C2)C=2OC(=NN2)C(F)F)C1)F 1-(4,4-difluorocyclohexyl)-N-((7-(5-(difluoromethyl)-1,3,4-oxadiazol-2-yl)imidazo[1,2-a]pyridin-2-yl)methyl)-N-phenylazetidin-3-carboxamide